COC(=O)C=1C=NC=C(C1)C#CC(C)(C)O 5-(3-hydroxy-3-methyl-but-1-ynyl)pyridine-3-carboxylic acid methyl ester